5,6,7,8-tetrahydro-[1,2,4]triazolo[1,5-a]pyridine-7-carboxylic acid N=1C=NN2C1CC(CC2)C(=O)O